OC1=CC=C(NC(C)=O)C=C1 p-hydroxyacetanilide